4-(3-oxo-[1,2,4]triazolo[4,3-a]pyridin-2(3H)-yl)pyrrolidine-2-carboxamide O=C1N(N=C2N1C=CC=C2)C2CC(NC2)C(=O)N